FC1=CC(=CC2=C1N=C(S2)N(C2CC(NC(C2)(C)C)(C)C)C)C=2C=C(C=1N(N2)C=C(N1)C)OC 4-Fluoro-6-(8-methoxy-2-methylimidazo[1,2-b]pyridazin-6-yl)-N-methyl-N-(2,2,6,6-tetramethylpiperidin-4-yl)-1,3-benzothiazol-2-amin